N1C(=NC2=C1C=CC=C2)C2=CC(CC2(CC)CC)=O 3-(1H-benzo[d]imidazol-2-yl)-4,4-diethyl-cyclopenta-2-en-1-one